C(#N)C1=CC=C(C=C1)C1(CCN(CC1)C(=O)C=1C(=CC(=C(C1)NC(C1=CN=C(C=C1)N1CCNCC1)=O)C)C)F N-(5-(4-(4-cyanophenyl)-4-fluoropiperidine-1-carbonyl)-2,4-dimethylphenyl)-6-(piperazin-1-yl)nicotinamide